2,6-dichloro-N-(2-fluoro-4-methyl-3-(2-(methylamino)-8,9-dihydroimidazo[1',2':1,6]pyrido[2,3-d]pyrimidin-6-yl)phenyl)benzenesulfonamide ClC1=C(C(=CC=C1)Cl)S(=O)(=O)NC1=C(C(=C(C=C1)C)C1=CC2=C(N=C(N=C2)NC)N2C1=NCC2)F